N-(4-chlorophenyl)piperidin-4-amine ClC1=CC=C(C=C1)NC1CCNCC1